C(C)(=O)OCC(=O)C1CSC2=CC(=CC=C2C1=O)C 2-(7-Methyl-4-oxothiochroman-3-yl)-2-oxoethyl acetate